(E)-methyl 3-(2-hydroxy-4-methoxyphenyl)acrylate OC1=C(C=CC(=C1)OC)/C=C/C(=O)OC